benzyl 4-(4-(4-((3-methyl-2-oxoimidazolidin-1-yl)methyl)piperidin-1-yl)-9H-pyrimido[4,5-b]indol-7-yl)piperazine-1-carboxylate CN1C(N(CC1)CC1CCN(CC1)C1=NC=NC=2NC3=CC(=CC=C3C21)N2CCN(CC2)C(=O)OCC2=CC=CC=C2)=O